(S)-5-(aminomethyl)pyrrolidin-2-one hydrogen chloride Cl.NC[C@@H]1CCC(N1)=O